(S)-tert-butyl 4-((3-chloro-2,4-difluorophenyl)(methyl)carbamoyl)-2-oxo-3-(4-(trifluoromethyl)thieno[2,3-d]pyrimidin-2-yl)imidazolidine-1-carboxylate ClC=1C(=C(C=CC1F)N(C(=O)[C@H]1N(C(N(C1)C(=O)OC(C)(C)C)=O)C=1N=C(C2=C(N1)SC=C2)C(F)(F)F)C)F